C1=C(C=CC2=C1CC1CCC2N1)N (±)-6,7,8,9-tetrahydro-5H-5,8-epiminobenzo[7]annulen-2-amine